ClC=1C=C(C=CC1N1C(N(C=C1)C)=O)C1=C(C(=CC(=C1)F)C=1C=NC(=C(C1)N1CC(C1)(C)O)C)O 1-(3-chloro-5'-fluoro-2'-hydroxy-3'-(5-(3-hydroxy-3-methylazetidin-1-yl)-6-methylpyridin-3-yl)-[1,1'-biphenyl]-4-yl)-3-methyl-1H-imidazol-2(3H)-one